dipentaerythritol-hexa(mercapto glycolate) SC(C(=O)OCC(COC(C(O)S)=O)(COCC(COC(C(O)S)=O)(COC(C(O)S)=O)COC(C(O)S)=O)COC(C(O)S)=O)O